COC(=O)[C@H]1N(CCC1)C1=CC=C(C=C1)C=1C=NC(=CC1)[N+](=O)[O-] (2S)-1-[4-(6-Nitropyridin-3-yl)phenyl]pyrrolidine-2-carboxylic acid methyl ester